5-methyl-thiazol CC1=CN=CS1